cyclopropyl-zinc bromide [Br-].C1(CC1)[Zn+]